1-(5-(bromomethyl)-2-nitrophenyl)ethan-1-one tert-butyl-(S)-3-(((R)-1,1-difluoro-6-(5,6,7,8-tetrahydro-1,8-naphthyridin-2-yl)hexan-2-yl)(methyl)amino)pyrrolidine-1-carboxylate C(C)(C)(C)OC(=O)N1C[C@H](CC1)N(C)[C@@H](C(F)F)CCCCC1=NC=2NCCCC2C=C1.BrCC=1C=CC(=C(C1)C(C)=O)[N+](=O)[O-]